5-fluoro-6-phenyl-1H-pyrazolo[3,4-b]pyridin-3-amine FC=1C=C2C(=NC1C1=CC=CC=C1)NN=C2N